C(C=C)(=O)NC=1C(=CC(=C(C1)NC1=CC(=NC=N1)N1OCC[C@@H]1C=1C=C(C(=O)NC(C)C)C=CC1)OC)N1CCC(CC1)N1CCN(CC1)C1CC1 (R)-3-(2-(6-((5-acrylamido-4-(4-(4-cyclopropyl-piperazin-1-yl)-piperidin-1-yl)-2-methoxyphenyl)-amino)pyrimidin-4-yl)isoxazolidin-3-yl)-N-isopropyl-benzamide